imidazo[1,2-a]pyrazine-8-thiol N=1C=CN2C1C(=NC=C2)S